FC=1C(=NC(=NC1)NC=1N(N=CC1)C)N1N=C(C2=CC(=CC=C12)NC(C=C)=O)C N-[1-[5-fluoro-2-[(2-methylpyrazol-3-yl)amino]pyrimidin-4-yl]-3-methyl-indazol-5-yl]prop-2-enamide